Cl.Cl.Cl.NC/C(/COC1=CC2=C(N=C(O2)NCC2=CC(=NC(=C2)C)C)C=C1)=C\F (E)-6-((2-(amino-methyl)-3-fluoro-allyl)oxy)-N-((2,6-dimethylpyridin-4-yl)methyl)benzo-[d]oxazol-2-amine trihydrochloride